1-(1H-indol-6-yl)-3-(3-oxo-4-(pyridin-2-ylmethyl)-3,4-dihydro-2H-benzo[b][1,4]oxazin-7-yl)urea N1C=CC2=CC=C(C=C12)NC(=O)NC=1C=CC2=C(OCC(N2CC2=NC=CC=C2)=O)C1